N[C@@H]([13CH3])C(=O)O [3-13C]alanine